(S*)-12-(5-(1H-indol-5-yl)-1H-imidazol-2-yl)-7-chloro-8-fluoro-13,14-dihydro-2H-spiro[benzo[5,6]azocino[4,3-g]indolizine-3,1'-cyclopropane]-1,10(4H,12H)-dione N1C=CC2=CC(=CC=C12)C1=CN=C(N1)C1CN2C(CC3(CC3)[C@H]2C2=C1C=1C(=C(C=NC2)Cl)C(=CC(C1)=O)F)=O |o1:22|